(S)-1-ethyl-5-methylpiperazin-2-one C(C)N1C(CN[C@H](C1)C)=O